CC(C)N1N=CC(=C1)C1=NN2C(=NC=3C=CC=CC3C2=N1)N[C@H]1C(NCCCC1)=O (3R)-3-({2-[1-(propan-2-yl)-1H-pyrazol-4-yl][1,2,4]triazolo[1,5-c]quinazolin-5-yl}amino)azepan-2-one